BrC1=CC=C(C=C1)C(/C=C/C1=CC(=C(OC(C(=O)O)(C)C)C=C1)C(F)(F)F)=O 2-[4-[(E)-3-(4-Bromophenyl)-3-oxoprop-1-enyl]-2-(trifluoromethyl)phenoxy]-2-methylpropanoic acid